CC1=CC=C2C(=N1)C1(C(N2)=O)CCC1 5'-methylspiro(cyclobutane-1,3'-pyrrolo[3,2-b]pyridin)-2'(1H)-one